ClC1=C(C=CC2=C1C(=N[C@H](C=1N2C=C(N1)C(=O)NCC1(CC1)O)C)C1=NC=CC=C1F)C(F)(F)F (4S)-7-chloro-6-(3-fluoro-2-pyridyl)-N-[(1-hydroxycyclopropyl)methyl]-4-methyl-8-(trifluoromethyl)-4H-imidazo[1,2-a][1,4]benzodiazepine-2-carboxamide